(R)-3-(allylamino)piperidine-1-carboxylic acid tert-butyl ester C(C)(C)(C)OC(=O)N1C[C@@H](CCC1)NCC=C